(3R,4S)-4-((S)-5H-imidazo[5,1-a]isoindol-5-yl)-2,2,5,5-tetramethyltetrahydrofuran-3-ol C=1N=CN2C1C1=CC=CC=C1[C@@H]2[C@H]2[C@H](C(OC2(C)C)(C)C)O